tris(4-Bromophenyl)phosphine BrC1=CC=C(C=C1)P(C1=CC=C(C=C1)Br)C1=CC=C(C=C1)Br